2-(2-iodo-ethoxy)nonane ICCOC(C)CCCCCCC